FC1=C(OC2=C(C(=O)N)C=CC=N2)C=CC(=C1)CC(=O)NC=1SC(=C(N1)C1=NC(=CC=C1)OC)C 2-(2-fluoro-4-(2-((4-(6-methoxypyridin-2-yl)-5-methylthiazol-2-yl)amino)-2-oxoethyl)phenoxy)nicotinamide